acrylic acid pentyl ester C(CCCC)OC(C=C)=O